FC(C1=NC(=NO1)C1=CC=C(C=C1)NC(CC)=O)(F)F N-{4-[5-(trifluoromethyl)-1,2,4-oxadiazol-3-yl]Phenyl}propanamide